N-(4-(2-OXOACETYL)PHENYL)ACETAMIDE O=CC(=O)C1=CC=C(C=C1)NC(C)=O